epsilon-(tert-butoxycarbonyl)-Nalpha-[(9H-fluoren-9-ylmethoxy)Carbonyl]-L-lysine C(C)(C)(C)OC(=O)C(CCC[C@H](NC(=O)OCC1C2=CC=CC=C2C=2C=CC=CC12)C(=O)O)N